tert-butyl ((R)-4-(2-(dimethylamino)-2-oxoethyl)-3-methyl-8-(oxazol-2-yl)-5-oxo-2,3,4,5-tetrahydrobenzofuro[2,3-f][1,4]oxazepine-3-carbonyl)((S)-1-phenylethyl)carbamate CN(C(CN1[C@](COC2=C(C1=O)OC1=C2C=CC(=C1)C=1OC=CN1)(C(=O)N(C(OC(C)(C)C)=O)[C@@H](C)C1=CC=CC=C1)C)=O)C